C(#N)C1=C(C=CC(=C1)C1CCC1)N1N=C2CCN(CC3C2=C1CCN3C(=O)OC(C)(C)C)C(=O)OCC3=CC=CC=C3 7-benzyl 5-(tert-butyl) 2-(2-cyano-4-cyclobutylphenyl)-3,4,5a,6,8,9-hexahydro-2H-1,2,5,7-tetraazabenzo[cd]azulene-5,7-dicarboxylate